(5-(3,3-dimethyl-1-butynyl)-3-hydroxy-6-methylpyridinoyl)glycine methyl ester COC(CNC(=O)C1=NC(=C(C=C1O)C#CC(C)(C)C)C)=O